CS(=O)(=O)CCS(=O)(=O)C1=CC=C(OC[C@H]2C[C@H](N(C2)C2CCC=3C=CC(=CC3C2)C#N)C)C=C1 7-[(2R,4S)-4-{[4-(2-methanesulfonylethanesulfonyl)phenoxy]methyl}-2-methylpyrrolidin-1-yl]-5,6,7,8-tetrahydronaphthalene-2-carbonitrile